N-(2-hydroxyethoxy)ethyl-acrylamide (2S,3R)-Methyl-3-((2-amino-5-bromopyridin-3-yl)amino)-2-((tert-butoxycarbonyl)amino)butanoate COC([C@H]([C@@H](C)NC=1C(=NC=C(C1)Br)N)NC(=O)OC(C)(C)C)=O.OCCOCCNC(C=C)=O